methyl 2-(benzylamino)-3-[tert-butyl(diphenyl)silyl]oxy-propanoate C(C1=CC=CC=C1)NC(C(=O)OC)CO[Si](C1=CC=CC=C1)(C1=CC=CC=C1)C(C)(C)C